C(#N)C1=CC(=C(COC2=CC=CC(=N2)C2=CC(=C(CC3=NC4=C(N3C[C@H]3OCC3)C=C(C=C4)C(=O)O)C=C2)C)C=C1)F (S)-2-(4-(6-((4-cyano-2-fluorobenzyl)oxy)pyridin-2-yl)-2-methylbenzyl)-1-(oxetan-2-ylmethyl)-1H-benzo[d]imidazole-6-carboxylic acid